(3R)-tert-Butyl 8-(isoxazol-3-yl)-3,10-dimethyl-11-oxo-3,4,8,9,10,11-hexahydro-1H-pyrido[4',3':3,4]pyrazolo[1,5-a][1,4]diazepine-2(7H)-carboxylate O1N=C(C=C1)C1CN(C(C=2N(C1)N=C1C2CN([C@@H](C1)C)C(=O)OC(C)(C)C)=O)C